FC1=C(C=C(C=C1)NC(C1=CC(=CC=C1)C(F)(F)F)=O)CCC1=NNC(=C1)NC1=NC=CN=C1C N-(4-fluoro-3-(2-(5-((3-methylpyrazin-2-yl)amino)-1H-pyrazol-3-yl)ethyl)phenyl)-3-(trifluoromethyl)benzamide